2-fluoro-5-methyl-N-((2R)-3-methyl-1-(9-methyl-10-oxo-7-phenyl-3,9-diazaspiro[5.5]undecan-3-yl)-1-oxobutan-2-yl)benzamide FC1=C(C(=O)N[C@@H](C(=O)N2CCC3(CC2)C(CN(C(C3)=O)C)C3=CC=CC=C3)C(C)C)C=C(C=C1)C